1-(4-(Benzyloxy)-3-nitrophenyl)-2-methoxyethan-1-one C(C1=CC=CC=C1)OC1=C(C=C(C=C1)C(COC)=O)[N+](=O)[O-]